FC(C(C(F)(F)F)OC(=O)N1CCN(CC1)CC1=C(OCC2(CC2)C(=O)O)C=C(C=C1)C(F)(F)F)(F)F 1-((2-((4-(((1,1,1,3,3,3-Hexafluoropropan-2-yl)oxy)carbonyl)piperazin-1-yl)methyl)-5-(trifluoromethyl)phenoxy)methyl)cyclopropane-1-carboxylic acid